C1(=CC=CC=C1)C1=C(SC=C1)C1=CC=CC=C1 Diphenyl-thiophene